N1C=NC2=C1C=CC(=C2)CN2S(CCC2)(=O)=O 2-(1H-benzimidazol-5-ylmethyl)-1,2-thiazolidine 1,1-dioxide